4-(4-chloro-2-fluorophenyl)-3-(2-fluorophenyl)-5-neopentylpyrrolidine-2-carboxylic acid ClC1=CC(=C(C=C1)C1C(C(NC1CC(C)(C)C)C(=O)O)C1=C(C=CC=C1)F)F